(S)-2-(4-(1-(2,6-bis(benzyloxy)pyridin-3-yl)-3-methyl-2-oxo-2,3-dihydro-1H-benzo[d]imidazol-5-yl)-5,6-dihydropyridin-1(2H)-yl)propanoic acid C(C1=CC=CC=C1)OC1=NC(=CC=C1N1C(N(C2=C1C=CC(=C2)C2=CCN(CC2)[C@H](C(=O)O)C)C)=O)OCC2=CC=CC=C2